N[C@H](C(=O)N1[C@@H]([C@H]2C([C@H]2C1)(C)C)C(=O)N[C@@H](CC1C(NC(C1)(C)C)=O)C#N)C(C)(C)C (1R,2S,5S)-3-((S)-2-amino-3,3-dimethylbutyryl)-N-((1S)-1-cyano-2-(5,5-dimethyl-2-oxopyrrolidin-3-yl)ethyl)-6,6-dimethyl-3-azabicyclo[3.1.0]hexane-2-carboxamide